C(C1=CC=CC=C1)(=O)NC1CCC(CC1)=O 4-(benzamido)cyclohexan-1-one